ClC1=NN(C=C1)C=1C=C(C(=NC1)C=1OC2=C(N1)C=C(C=C2)S(C(F)(F)F)(=O)=NCC)S(=O)(=O)CC [2-[5-(3-chloropyrazol-1-yl)-3-ethylsulfonyl-2-pyridyl]-1,3-benzoxazol-5-yl]-ethylimino-oxo-(trifluoromethyl)-λ6-sulfane